N-[3-[6-[3-(hydroxy-methyl)phenyl]imidazo[1,2-b]pyridazin-3-yl]phenyl]acetamide OCC=1C=C(C=CC1)C=1C=CC=2N(N1)C(=CN2)C=2C=C(C=CC2)NC(C)=O